1-(2-hydroxy-ethylamino)-propan-2-ol OCCNCC(C)O